(S)-N-(chroman-4-yl)-2-(1,4-dimethyl-1H-pyrazol-5-yl)-benzo[d]thiazole-6-carboxamide O1CC[C@@H](C2=CC=CC=C12)NC(=O)C1=CC2=C(N=C(S2)C2=C(C=NN2C)C)C=C1